1-isobutyl-1H-imidazole C(C(C)C)N1C=NC=C1